OC(=O)C(F)(F)F.N[C@@H](CCCCN)C(=O)O lysine TFA salt